ClC=1N=NC(=C2C1N(N=C2)COCC[Si](C)(C)C)N[C@H]2CN(CCC2)CC (R)-7-chloro-N-(1-ethylpiperidin-3-yl)-1-((2-(trimethylsilyl)ethoxy)methyl)-1H-pyrazolo[3,4-d]pyridazin-4-amine